tert-butyl {2-[(5,6-difluoro-1H-indol-3-yl)amino]-5-(trifluoromethyl)-1H-benzo[d]imidazol-1-yl}(methyl)carbamate FC=1C=C2C(=CNC2=CC1F)NC1=NC2=C(N1N(C(OC(C)(C)C)=O)C)C=CC(=C2)C(F)(F)F